FC1=CC=C(C=C1)C(CCCC)N 1-(4-fluorophenyl)pentane-1-amine